OC(C)C=1C=C(C2=C(NC(C(O2)C(C)C)=O)C1)C=1C2=C(C(N(C1)C)=O)NC=C2 6-(1-hydroxyethyl)-2-isopropyl-8-(6-methyl-7-oxo-6,7-dihydro-1H-pyrrolo[2,3-c]pyridin-4-yl)-2H-1,4-benzoxazin-3(4H)-one